N'-diphenylmethylethylene-diamine C1(=CC=CC=C1)C(NCCN)C1=CC=CC=C1